C1(=CC=CC=C1)N1N=CC=C1N 1-phenyl-5-amino-1H-pyrazole